C[C@@]1(NCCC1)C1=NC2=C(N1)C=CC=C2C(=O)NCCCNC(OC(C)(C)C)=O tert-Butyl (S)-(3-(2-(2-methylpyrrolidin-2-yl)-1H-benzo[d]imidazole-4-carboxamido)propyl)carbamate